2-undecyl-1,3-dioxan-5-ol C(CCCCCCCCCC)C1OCC(CO1)O